COC=1C=CC2=C(C(OC3=CC(=CC=C23)CC(=O)N)=O)C1 2-(8-methoxy-6-oxo-6H-benzo[c]chromen-3-yl)acetamide